C[C@H]1CC[C@@H](NC1)C1=CC2=C(N=C(S2)C2CCN(CC2)C)C=C1 6-((2R,5S)-5-methylpiperidin-2-yl)-2-(1-methylpiperidin-4-yl)benzo[d]thiazole